(R)-ethyl 6-(4-(1'-methyl-1',2',3',6'-tetrahydro-[3,4'-bipyridin]-2-yl)-piperazin-1-yl)-2-azaspiro[3.4]octane-2-carboxylate CN1CCC(=CC1)C=1C(=NC=CC1)N1CCN(CC1)[C@H]1CC2(CN(C2)C(=O)OCC)CC1